NC1(OC=2C(C1)=C(C=CC2)C(=O)[O-])COC amino-2-(methoxymethyl)-2,3-dihydrobenzofuran-4-carboxylate